4-(4-chlorophenyl)-2,2-difluoro-4-butylthiocyanate ClC1=CC=C(C=C1)C(CC(C)(F)F)SC#N